5-benzyloxy-1-(4-fluoro-3-methyl-phenyl)-2-(2-methoxy-1,1-dimethyl-ethyl)indole C(C1=CC=CC=C1)OC=1C=C2C=C(N(C2=CC1)C1=CC(=C(C=C1)F)C)C(COC)(C)C